C(CCC)OC(C1CCC2(CN(C2)C2=CC=C(C=C2)C2CCNCC2)CC1)OCCCC 7-(Dibutoxymethyl)-2-[4-(piperidin-4-yl)phenyl]-2-azaspiro[3.5]nonane